4,4,5,5-tetramethyl-2-(4-(spiro[cyclohexane-1,9'-fluoren]-2'-yl)phenyl)-1,3,2-dioxaborolane CC1(OB(OC1(C)C)C1=CC=C(C=C1)C1=CC=2C3(C4=CC=CC=C4C2C=C1)CCCCC3)C